2-(2-benzylpyrrolidin-1-yl)-6-(2,3-dimethylmorpholino)pyrimidin-4(3H)-one C(C1=CC=CC=C1)C1N(CCC1)C1=NC(=CC(N1)=O)N1C(C(OCC1)C)C